(S)-4-(3-fluorobenzyl)-N-(7-((4-(2-hydroxypropan-2-yl)thiazol-2-yl)methoxy)-5-methyl-4-oxo-2,3,4,5-tetrahydrobenzo[b][1,4]oxazepin-3-yl)-1H-pyrazole-1-carboxamide FC=1C=C(CC=2C=NN(C2)C(=O)N[C@@H]2C(N(C3=C(OC2)C=CC(=C3)OCC=3SC=C(N3)C(C)(C)O)C)=O)C=CC1